methyl-2H-indazole-7-carbonitrile dihydrochloride Cl.Cl.CN1N=C2C(=CC=CC2=C1)C#N